N-(bis(4-(tributylsilyl)phenyl)phosphaneyl)-N-butyl-1-phenyl-1-(o-tolyl)phosphanamine C(CCC)[Si](C1=CC=C(C=C1)P(N(P(C1=C(C=CC=C1)C)C1=CC=CC=C1)CCCC)C1=CC=C(C=C1)[Si](CCCC)(CCCC)CCCC)(CCCC)CCCC